(1S,2S)-ethyl 2-(((E)-2-((tert-butoxycarbonyl)imino)-4,4-diethyl-6-oxotetrahydropyrimidin-1(2H)-yl)(pyridin-3-yl)methyl)cyclopropanecarboxylate C(C)(C)(C)OC(=O)\N=C/1\N(C(CC(N1)(CC)CC)=O)C([C@@H]1[C@H](C1)C(=O)OCC)C=1C=NC=CC1